COC1=CC=CC=2C=3N(C(=NC12)NC=1C(N=CC=CC1)=O)N=C(N3)C3=CC=C(C=C3)OC (3R)-3-{[7-methoxy-2-(4-methoxyphenyl)[1,2,4]triazolo[1,5-c]quinazolin-5-yl]amino}azepin-2-one